ONC(/C=C/C1=C(C(=O)N(CC2=CC(=CC=C2)C(F)(F)F)C)C=CC=C1)=O (E)-2-(3-(hydroxyamino)-3-oxoprop-1-en-1-yl)-N-methyl-N-(3-(trifluoromethyl)benzyl)benzamide